COC(=O)[C@@]12CCCN2[C@H]([C@H](C1)C(=O)OC(C)(C)C)CO (2s,3r,7ar)-3-(hydroxymethyl)tetrahydro-1H-pyrrolizine-2,7a(5H)-dicarboxylic acid 2-(tert-butyl) 7a-methyl ester